2,2-bis{4-[6'-(N-cyclohexyl-N-methylamino)-3'-methylspiro[phthalide-3,9'-xanthen]-2'-ylamino]phenyl}propane C1(CCCCC1)N(C)C=1C=C2OC=3C=C(C(=CC3C3(C2=CC1)OC(=O)C1=CC=CC=C13)NC1=CC=C(C=C1)C(C)(C)C1=CC=C(C=C1)NC1=CC=3C2(C4=CC=C(C=C4OC3C=C1C)N(C1CCCCC1)C)OC(=O)C1=CC=CC=C12)C